FC(C=1C(=C(C=CC1)[C@@H](C)NC1=NC(=NC2=CC(=C(C=C12)OC)N1CCOCC1)C)F)F (R)-N-(1-(3-(difluoromethyl)-2-fluorophenyl)ethyl)-6-methoxy-2-methyl-7-morpholinoquinazolin-4-amine